ethyl-N-(piperidin-4-yl)carboxamide C(C)C(=O)NC1CCNCC1